Tert-butyl (1R,5S,6s)-6-(((6-(1,3-dimethyl-1H-pyrazol-4-yl) pyridazin-3-yl) methyl) amino)-3-azabicyclo[3.1.0]Hexane-3-formate CN1N=C(C(=C1)C1=CC=C(N=N1)CNC1[C@@H]2CN(C[C@H]12)C(=O)OC(C)(C)C)C